(S)-3-(3-chloro-4-fluorophenyl)-1-(1-(8-fluoro-1-oxo-1,2-dihydroisoquinolin-4-yl)ethyl)-1-isobutyl-urea ClC=1C=C(C=CC1F)NC(N(CC(C)C)[C@@H](C)C1=CNC(C2=C(C=CC=C12)F)=O)=O